NC1=NC=CC=C1C1=NC=2C(=NC(=CC2)N2N=CC=C2)N1C=1C=C2CC[C@@H](C2=CC1)NC(=O)C=1C(=NC(=NC1)C)C(F)F (S)-N-(5-(2-(2-aminopyridin-3-yl)-5-(1H-pyrazol-1-yl)-3H-imidazo[4,5-b]pyridin-3-yl)-2,3-dihydro-1H-inden-1-yl)-4-(difluoromethyl)-2-methylpyrimidine-5-carboxamide